palladium (II) bis(tri-p-tolylphosphine) dibromide [Br-].[Br-].C1(=CC=C(C=C1)P(C1=CC=C(C=C1)C)C1=CC=C(C=C1)C)C.C1(=CC=C(C=C1)P(C1=CC=C(C=C1)C)C1=CC=C(C=C1)C)C.[Pd+2]